(E)-N-(3-((6-amino-5-(4-phenoxyphenyl)pyrimidin-4-yl)oxy)phenyl)-4-(dimethylamino)but-2-enamide NC1=C(C(=NC=N1)OC=1C=C(C=CC1)NC(\C=C\CN(C)C)=O)C1=CC=C(C=C1)OC1=CC=CC=C1